borncarbonyl-iron C12(C(CC(CC1)C2(C)C)C(=O)[Fe])C